C1(CC1)N1N=CC(=C1)[C@@H]1O[C@@H](CN(C1)C1=NC(=C(C(=N1)C(=O)OCC)C=O)C1=C(C=C(C(=C1)F)F)F)C ethyl 2-((2S,6R)-2-(1-cyclopropyl-1H-pyrazol-4-yl)-6-methylmorpholino)-5-formyl-6-(2,4,5-trifluorophenyl)pyrimidine-4-carboxylate